N-(3-fluoro-4-(4-((5-(1-methyl-2-oxo-pyrrolidin-3-yl)pyridin-2-yl)amino)-5-oxo-5,6-dihydro-1,6-naphthyridin-2-yl)phenyl)cyclohexane-carboxamide FC=1C=C(C=CC1C1=NC=2C=CNC(C2C(=C1)NC1=NC=C(C=C1)C1C(N(CC1)C)=O)=O)NC(=O)C1CCCCC1